Di-tert-butyl N-(1H-imidazole-1-carbonyl)-glutamate N1(C=NC=C1)C(=O)N[C@@H](CCC(=O)OC(C)(C)C)C(=O)OC(C)(C)C